4-cyano-4-(dodecylsulfonylthiocarbonyl)sulfovaleric acid C(#N)C(CC(C(=O)O)S(=O)(=O)O)(C)C(=S)S(=O)(=O)CCCCCCCCCCCC